N1(C=NC=C1)CCCNC(=O)C1=C(C=CC=C1)N1[N+](=C2C(C=3C(=[N+](ON3)[O-])CC2)=N1)[O-] 7-(2-((3-(1H-imidazol-1-yl)propyl)carbamoyl)phenyl)-5,7-dihydro-4H-[1,2,3]triazolo[4',5':3,4]benzo[1,2-c][1,2,5]oxadiazole 3,6-dioxide